methylformamide CNC=O